N-Formyl-morpholin C(=O)N1CCOCC1